Ethyl-4-nitro-phenyl carbonate tetrafluoroborate F[B-](F)(F)F.C(OC1=C(C=C(C=C1)[N+](=O)[O-])CC)([O-])=O